2,2-difluoro-3-((1R,3R)-1-(5-fluoro-2-(2-((3-fluoropropyl)amino)ethoxy)-3-methylpyridin-4-yl)-3-methyl-1,3,4,9-tetrahydro-2H-pyrido[3,4-b]indol-2-yl)propan-1-ol FC(CO)(CN1[C@@H](C=2NC3=CC=CC=C3C2C[C@H]1C)C1=C(C(=NC=C1F)OCCNCCCF)C)F